5-(2-fluoro-4-methoxyphenyl)-N-((1-isopropylpiperidin-2-yl)methyl)-4-methyl-pyrimidin-2-amine, hydrochloride salt Cl.FC1=C(C=CC(=C1)OC)C=1C(=NC(=NC1)NCC1N(CCCC1)C(C)C)C